C(C)OC(C(C(=O)OCC)CCNC(=O)OCC1=CC=CC=C1)=O 2-(2-benzyloxycarbonylamino-ethyl)-malonic acid diethyl ester